1,10-diamino-4,7-dioxadecane NCCCOCCOCCCN